N=1C=NN2C1C=C(C=C2)C2=CNC=1N=C(N=CC12)NC1CC(C1)(O)C (1s,3s)-3-((5-([1,2,4]triazolo[1,5-a]pyridin-7-yl)-7H-pyrrolo[2,3-d]pyrimidin-2-yl)amino)-1-methylcyclobutan-1-ol